Cyanomethyl 2-phenylacetate C1(=CC=CC=C1)CC(=O)OCC#N